1-(4-methoxybenzyl)-3-(2-(2-methylbenzoyl)-2-azaspiro[3.3]hept-6-yl)urea COC1=CC=C(CNC(=O)NC2CC3(CN(C3)C(C3=C(C=CC=C3)C)=O)C2)C=C1